3-Iodo-1,4,6,7-tetrahydro-5H-pyrazolo[4,3-c]pyridine-5-carboxylic acid tert-butyl ester C(C)(C)(C)OC(=O)N1CC2=C(CC1)NN=C2I